7-(6-(2-morpholinoethylamino)pyridin-3-yl)-N-(3,4,5-trimethoxyphenyl)thieno[3,2-d]pyrimidin-2-amine O1CCN(CC1)CCNC1=CC=C(C=N1)C1=CSC2=C1N=C(N=C2)NC2=CC(=C(C(=C2)OC)OC)OC